[4-(trifluoromethyl)-1-piperidyl]methanone FC(C1CCN(CC1)C=O)(F)F